COC1=CC=C(CN2CC=3N(CC2)N=C(C3)C(C)OC[C@H](C)N)C=C1 (2S)-1-(1-(5-(4-methoxybenzyl)-4,5,6,7-tetrahydropyrazolo[1,5-a]pyrazin-2-yl)ethoxy)propan-2-amine